N-[1-[3-(2-chlorophenyl)-5-methyl-isoxazole-4-carboxamido]-4-piperidinyl]-N,N'-bis(2-pyridylmethyl)-1,4-xylylenediamine ClC1=C(C=CC=C1)C1=NOC(=C1C(=O)NN1CCC(CC1)N(CC1=CC=C(C=C1)CNCC1=NC=CC=C1)CC1=NC=CC=C1)C